Rac-(8,8-dimethyl-1,4-dioxaspiro[4.5]decan-7-yl)methylamine CC1([C@@H](CC2(OCCO2)CC1)CN)C |r|